C(C=C)(=O)NC([C@@H](N)CC(N)=O)=O asparagine, N-acryloylamide